bis(4-maleimidophenyl) ketone C1(C=CC(N1C1=CC=C(C=C1)C(=O)C1=CC=C(C=C1)N1C(C=CC1=O)=O)=O)=O